heptanolactone C1(CCCCCCO1)=O